N-(4-chloro-2-fluorophenyl)-6-methyl-1H-indole-3-sulfonamide ClC1=CC(=C(C=C1)NS(=O)(=O)C1=CNC2=CC(=CC=C12)C)F